CN1N=CC=C1C(=O)NC(C(NC1=CC=C2C(=C1)NC(C21CCOCC1)=O)=O)C1CCC(CC1)C 2-Methyl-N-{1-(4-methyl-cyclohexyl)-2-oxo-2-[(2-oxo-spiro[1H-indole-3,4'-oxane]-6-yl)amino]ethyl}pyrazole-3-carboxamide